N(=C=O)C(C)(C)C1=CC=C(C=C1)C(C)(C)N=C=O 1,4-bis-(2-isocyanato-prop-2-yl)-benzene